2-CYCLOHEXYLAMINO-PYRIMIDINE-5-CARBALDEHYDE C1(CCCCC1)NC1=NC=C(C=N1)C=O